CC(C)([Si](OC(CCO[Si](C(C)(C)C)(C)C)CC1C(C1)CCCCCCCC)(C1=CC=CC=C1)C1=CC=CC=C1)C 2,2,9,9,10,10-hexamethyl-5-[(2-octylcyclopropyl)methyl]-3,3-diphenyl-4,8-dioxa-3,9-disilaundecane